ClC1=CC(=C(CN2C=CC=3C2=NC(=CC3)C3=CCN(CC3)CC3=NC2=C(N3C[C@H]3OCC3)C=C(C=C2)C(=O)O)C=C1)F (S)-2-((4-(1-(4-chloro-2-fluorobenzyl)-1H-pyrrolo[2,3-b]pyridin-6-yl)-5,6-dihydropyridin-1(2H)-yl)methyl)-1-(oxetan-2-ylmethyl)-1H-benzo[d]imidazole-6-carboxylic acid